[(3S,6S,7R,8R)-8-benzyl-3-[[3-(acetoxymethoxy)-4-methoxypyridine-2-carbonyl]amino]-6-methyl-4,9-dioxo-1,5-dioxonan-7-yl] 2-methylpropanoate CC(C(=O)O[C@H]1[C@@H](OC([C@H](COC([C@@H]1CC1=CC=CC=C1)=O)NC(=O)C1=NC=CC(=C1OCOC(C)=O)OC)=O)C)C